CC(C)(C)[S@@](=O)N=CC1=CC(=CC=C1)OC(F)(F)F (R)-2-methyl-N-(3-(trifluoromethoxy)benzylidene)propane-2-sulfinamide